N1N=NN=C1C1=C(C=CC=C1)C1=CC=C(C=C1)CN1C(=NC2=C1C(=CC=C2)C(=O)O)OCC 1-((2'-(1H-Tetrazol-5-yl)-[1,1'-biphenyl]-4-yl)methyl)-2-ethoxy-1H-benzo[d]imidazole-7-carboxylic acid